C1[C@@H]2N(C1=O)[C@H](/C(=C/CO)/O2)C(=O)[O-].[K+] The molecule is a potassium salt having clavulanate as the counterion. It acts as a suicide inhibitor of bacterial beta-lactamase enzymes and has only weak anitbiotic activity when administered alone. However it can be used in combination with amoxicillin trihydrate (under the trade name Augmentin) for treatment of a variety of bacterial infections, where it prevents antibiotic inactivation by microbial lactamases. It has a role as an antibacterial drug, an EC 3.5.2.6 (beta-lactamase) inhibitor and an antimicrobial agent. It contains a clavulanate.